2-((2-bromo-5-fluoro-4-methylbenzo[d]thiazol-6-yl)oxy)ethanol Tert-Butyl-(1-(difluoromethyl)-2-oxo-1,2-dihydropyridin-4-yl)carbamate C(C)(C)(C)N(C(=O)OCCOC1=CC2=C(N=C(S2)Br)C(=C1F)C)C1=CC(N(C=C1)C(F)F)=O